FC(CN([C@]1(CN(CC1)C(=O)OC(C)(C)C)C)C)F tert-butyl (R)-3-((2,2-difluoroethyl)(methyl)amino)-3-methylpyrrolidine-1-carboxylate